Phenanthrene-4,7-diol C1=CC=C(C=2C3=CC=C(C=C3C=CC12)O)O